tert-butyl 7-(((S)-1-methoxy-1-oxo-3-((S)-2-oxopiperidin-3-yl)propan-2-yl)carbamoyl)-6-azaspiro[3.4]octane-6-carboxylate COC([C@H](C[C@H]1C(NCCC1)=O)NC(=O)C1N(CC2(CCC2)C1)C(=O)OC(C)(C)C)=O